CC1=CC=[C-]C=C1.[Mg+2].[Br-] p-Tolylmagnesium bromide